N6-(3-(benzyloxy)phenyl)-1-methyl-1H-indazole-5,6-diamine C(C1=CC=CC=C1)OC=1C=C(C=CC1)NC1=C(C=C2C=NN(C2=C1)C)N